C(C)C=1C(=CC=C2C=C(C=C(C12)C1=C(C=2N=C(N=C(C2C=N1)N1C[C@@H](CC[C@H]1C)O)OC[C@]12CCCN2C[C@@H](C1)F)F)O)F (3R,6R)-1-(7-(8-ethyl-7-fluoro-3-hydroxynaphthalen-1-yl)-8-fluoro-2-(((2R,7aS)-2-fluorohexahydro-1H-pyrrolizin-7a-yl)methoxy)pyrido[4,3-d]pyrimidin-4-yl)-6-methylpiperidin-3-ol